1-(6-(trifluoromethyl)pyridin-2-yl)ethan-1-ol tri-trifluoroacetate salt FC(C(=O)O)(F)F.FC(C(=O)O)(F)F.FC(C(=O)O)(F)F.FC(C1=CC=CC(=N1)C(C)O)(F)F